2-AMINO-4-(TRIFLUOROMETHYL)PYRIMIDIN-5-YLBORONIC ACID NC1=NC=C(C(=N1)C(F)(F)F)B(O)O